bis[4-(diethylamino)phenyl]-[4-(ethylamino)naphthalen-1-yl]methanol C(C)N(C1=CC=C(C=C1)C(O)(C1=CC=C(C2=CC=CC=C12)NCC)C1=CC=C(C=C1)N(CC)CC)CC